[Si](C)(C)(C(C)(C)C)OC(CN1C(C(=CC2=CN=C(C=C12)NC(=O)C1CC1)C=1C=NC(=CC1C)C(CCC)=O)=O)(C)C N-(1-(2-((tert-butyldimethylsilyl)oxy)-2-methylpropyl)-3-(6-butyryl-4-methylpyridin-3-yl)-2-oxo-1,2-dihydro-1,6-naphthyridin-7-yl)cyclopropanecarboxamide